CC1=C(C(=O)NC2CS(C2)=O)C=CC=C1 2-methyl-N-(cis-1-oxido-3-thietanyl)benzamid